C1(CC1)C1=C(C=CC=C1OC1CCOCC1)CC(=O)OC(C)(C)C tert-butyl 2-(2-cyclopropyl-3-(tetrahydro-2H-pyran-4-yloxy)phenyl)acetate